COC=1C(=CC2=C(C3=C(C=CO3)C=C2C1)C=1C=NC(=CC1)N1CC(CCC1)C)OC 6,7-dimethoxy-9-(6-(3-methylpiperidin-1-yl)pyridin-3-yl)naphtho[2,3]furan